OCCC1=NC=C(C=N1)OCCN1CCC2(CC1)C(NC1=CC=C(C=C12)C#N)=O 1'-(2-{[2-(2-hydroxyethyl)pyrimidin-5-yl]oxy}ethyl)-2-oxo-1,2-dihydrospiro[indole-3,4'-piperidine]-5-carbonitrile